BrC=1C=CC2=C(N(C(CNC2)=O)C)C1 8-bromo-1-methyl-1,3,4,5-tetrahydro-2H-benzo[e][1,4]diazepin-2-one